C[Si](O[Si](CCC1C2C=CC(C1)C2)(C)C)(CCC2C1C=CC(C2)C1)C 1,1,3,3-Tetramethyl-1,3-bis[2-(5-norbornen-2-yl)ethyl]disiloxane